C1=CC=CC=2C3=CC=CC=C3C(C12)CC1(N(CCC1=O)C(=O)[O-])C1=C(C(=CC(=C1)F)C)Cl 9H-Fluoren-9-ylmethyl-(2-chloro-5-fluoro-3-methyl-phenyl)-3-oxo-pyrrolidine-1-carboxylate